ClC=1C(=CC(=NC1)NC1=CC=NN1CC(F)F)C=1C=C2N(C[C@@H](N(C2=O)CC2=C(C=CC(=C2)F)CO)COC)C1 (R)-7-(5-chloro-2-((1-(2,2-difluoroethyl)-1h-pyrazole-5-yl)amino)pyridine-4-yl)-2-(5-fluoro-2-(hydroxymethyl)benzyl)-3-(methoxymethyl)-3,4-dihydropyrrolo[1,2-a]pyrazine-1(2H)-one